(1r,2s,5r)-menthol C[C@@H]1CC[C@H]([C@@H](C1)O)C(C)C